Cl.N12C(CC(CC1)CC2)=O quinuclidinone hydrochloride